3-Chloro-N-(4-isopropylphenyl)butanamide ClC(CC(=O)NC1=CC=C(C=C1)C(C)C)C